(R)-3-amino-6-(((1-(2-hydroxy-2-phenyl-3-(1H-1,2,4-triazol-1-yl)propyl)piperidin-4-yl)amino)methyl)-1-(4-phenyl-3,4-dihydro-2H-benzo[b][1,4]oxazin-6-yl)thieno[2,3-b]pyrazin-2(1H)-one NC=1C(N(C2=C(N1)SC(=C2)CNC2CCN(CC2)C[C@@](CN2N=CN=C2)(C2=CC=CC=C2)O)C2=CC1=C(OCCN1C1=CC=CC=C1)C=C2)=O